CC1=C(C(=O)NC2=CC=C(C3=CC=CC=C23)S(NC2CCCC3=CC=CC=C23)(=O)=O)C=CC=C1 2-methyl-N-(4-(N-(1,2,3,4-tetrahydronaphthalen-1-yl)sulfamoyl)naphthalen-1-yl)benzamide